(R)-N-(5-(difluoromethyl)-2-((2-hydroxyethyl)carbamoyl)phenyl)-3-(3-fluoro-4-methylphenyl)-3-(1,2,4-thiadiazol-5-yl)pyrrolidine-1-carboxamide FC(C=1C=CC(=C(C1)NC(=O)N1C[C@](CC1)(C1=NC=NS1)C1=CC(=C(C=C1)C)F)C(NCCO)=O)F